2-{[rac-(1S,2S)-1-amino-1-(4-chlorophenyl)propan-2-yl]oxy}-1H-isoindole N[C@H]([C@H](C)ON1CC2=CC=CC=C2C1)C1=CC=C(C=C1)Cl |r|